FC1(CCN(CC1)C1=NC(=NC=C1)NC(C1=C(C=C(C=C1)S(=O)(=O)C1COC1)N1CCC2(CC2)CC1)=O)F N-(4-(4,4-difluoropiperidin-1-yl)pyrimidin-2-yl)-4-(oxetan-3-ylsulfonyl)-2-(6-azaspiro[2.5]octan-6-yl)benzamide